C1(CC1)OC1CCC(CC1)NC1=NC=C(C(=N1)NC1(CCC1)C)C(=O)N 2-((1r,4r)-4-cyclopropoxycyclohexylamino)-4-(1-methylcyclobutylamino)-pyrimidine-5-carboxamide